2-((3-chlorophenyl)(p-toluylamino)methyl)cyclohexane-1-one ClC=1C=C(C=CC1)C(C1C(CCCC1)=O)NC1=CC=C(C=C1)C